FC=1C=C(C=CC1)C1CN(CCC1)CC1=CC=C(C(=O)NO)C=C1 4-((3-(3-fluorophenyl)piperidin-1-yl)methyl)-N-hydroxybenzamide